N-((S)-(7-((R*)-Cyclobutyl((R*)-4,4,4-trifluoro-3-methylbutanamido)methyl)imidazo[1,2-b]pyridazin-2-yl)(4,4-difluorocyclohexyl)methyl)-1-(methyl-d3)-1H-pyrazole-5-carboxamide C1(CCC1)[C@H](C1=CC=2N(N=C1)C=C(N2)[C@@H](NC(=O)C2=CC=NN2C([2H])([2H])[2H])C2CCC(CC2)(F)F)NC(C[C@H](C(F)(F)F)C)=O |o1:4,38|